C(C1=CC=CC=C1)(=O)ON=C(C)C=1C=CC=2N(C3=CC=C(C=C3C2C1)C(C1=C(C=CC=C1)C)=O)CC N-benzoyloxy-1-[9-ethyl-6-(2-methylbenzoyl)-9H-carbazol-3-yl]ethane-1-imine